cis-(±)-1-(tert-butoxycarbonyl)-4-(trifluoromethyl)pyrrolidine-2-carboxylic acid C(C)(C)(C)OC(=O)N1[C@H](C[C@H](C1)C(F)(F)F)C(=O)O |r|